ClC=1C(=NC(=NC1)NC=1C=C(C=NC1)N1C(C2(CC1)CCN(CC2)C(CN2CCC(CC2)C2=CC=C(NC1C(NC(CC1)=O)=O)C=C2)=O)=O)C2=CC(=CC=C2)N2CCCCC2 3-[4-[1-[2-[2-[5-[[5-chloro-4-[3-(1-piperidyl)phenyl]pyrimidin-2-yl]amino]-3-pyridyl]-1-oxo-2,8-diazaspiro[4.5]decan-8-yl]-2-oxo-ethyl]-4-piperidyl]anilino]piperidine-2,6-dione